FC(C(=O)O)(F)F.BrC1=CC(=C(C=C2CNC2)C=C1F)F 3-(4-bromo-2,5-difluorobenzylidene)azetidine, trifluoroacetate salt